FC1=C(C=CC(=C1)F)S(=O)(=O)N(C)C=1C(=NC=C(C1)B1OC(C(O1)(C)C)(C)C)OC 2,4-difluoro-N-(2-methoxy-5-(4,4,5,5-tetramethyl-1,3,2-dioxaborolan-2-yl)pyridin-3-yl)-N-methylbenzenesulfonamide